ClC=1C(=C(OCCC(C(=O)C2=CC(=CC=C2)F)(F)F)C(=CC1)F)F 4-(3-chloro-2,6-difluorophenoxy)-2,2-difluoro-1-(3-fluorophenyl)butan-1-one